4-(2-methyl-1-oxo-2,7-naphthyridin-4-yl)-2-(trifluoromethoxy)benzaldehyde CN1C(C2=CN=CC=C2C(=C1)C1=CC(=C(C=O)C=C1)OC(F)(F)F)=O